tert-Butyl 4-(11-(((S)-1-((2S,4R)-4-hydroxy-2-((4-(4-methylthiazol-5-yl)benzyl)carbamoyl)pyrrolidin-1-yl)-3,3-dimethyl-1-oxobutan-2-yl)amino)-11-oxoundecyl)piperazine-1-carboxylate O[C@@H]1C[C@H](N(C1)C([C@H](C(C)(C)C)NC(CCCCCCCCCCN1CCN(CC1)C(=O)OC(C)(C)C)=O)=O)C(NCC1=CC=C(C=C1)C1=C(N=CS1)C)=O